6-benzyl-2-(4-bromophenyl)-4,5,6,7-tetrahydro-2H-pyrazolo[3,4-c]pyridin-3-ol C(C1=CC=CC=C1)N1CC=2C(CC1)=C(N(N2)C2=CC=C(C=C2)Br)O